4-cyano-N-[2-[[4-[6-[(cis)-2,6-dimethylmorpholin-4-yl]-2-pyridyl]thiazol-2-yl]amino]-2-oxo-ethyl]-4-trimethylsilyloxyisochromane-6-carboxamide C(#N)C1(COCC2=CC=C(C=C12)C(=O)NCC(=O)NC=1SC=C(N1)C1=NC(=CC=C1)N1C[C@H](O[C@H](C1)C)C)O[Si](C)(C)C